(R)-isopropyl(pyrrolidin-3-yl)carbamic acid tert-butyl ester C(C)(C)(C)OC(N([C@H]1CNCC1)C(C)C)=O